4-[3-(6-amino-3-pyridyl)-3,8-diazabicyclo[3.2.1]octan-8-yl]benzaldehyde NC1=CC=C(C=N1)N1CC2CCC(C1)N2C2=CC=C(C=O)C=C2